dihexyl-(propyl)phosphine 1-(4-methoxybenzyl)-1,2,3,6-tetrahydropyridin-3-yl-pivalate L-cysteate N[C@@H](CS(=O)(O)=O)C(=O)O.COC1=CC=C(CN2CC(C=CC2)CC(C(=O)O)(C)C)C=C1.C(CCCCC)P(CCC)CCCCCC